3-(5-(ethoxycarbonyl)-2-methylphenyl)pyrrolidine-1-carboxylic acid tert-butyl ester C(C)(C)(C)OC(=O)N1CC(CC1)C1=C(C=CC(=C1)C(=O)OCC)C